[I-].C(C(=C)C)(=O)NCC[N+](C)(C)C [2-(methacrylamido)ethyl]trimethylammonium iodide